6-((4-((6-ethoxypyridin-3-yl)methoxy)-3-methoxyphenyl)amino)-3-morpholino-quinoxaline-5-carbonitrile C(C)OC1=CC=C(C=N1)COC1=C(C=C(C=C1)NC1=C(C=2N=C(C=NC2C=C1)N1CCOCC1)C#N)OC